acryloxybutyl-sulfonate C(C=C)(=O)OCCCCS(=O)(=O)[O-]